ClC=1C=CC(=C(C1)CC(=O)NC1=CC=C(S1)C(=O)O)OC 5-[[2-(5-chloro-2-methoxy-phenyl)acetyl]amino]thiophene-2-carboxylic acid